methyl((4-(5-(trifluoromethyl)-1,2,4-oxadiazol-3-yl)phenyl)imino)(4-(trifluoromethyl)phenyl)-λ6-sulfanone CS(=O)(C1=CC=C(C=C1)C(F)(F)F)=NC1=CC=C(C=C1)C1=NOC(=N1)C(F)(F)F